C(C)OC(=O)C(CC)CCCCC(CC)C(=O)OC(C)(C)C Decane-3,8-dicarboxylic acid 8-(tert-butyl) 3-ethyl ester